CC1=C(C(=CC=C1)C)NS(=O)(=O)C=1C=C(C=NC1OC)NC(=O)C1=CSC2=C1CN(CC2)C(=O)OC(C)(C)C tert-butyl 3-((5-(N-(2,6-dimethylphenyl)sulfamoyl)-6-methoxypyridin-3-yl)carbamoyl)-6,7-dihydrothieno[3,2-c]pyridine-5(4H)-carboxylate